C[C@H]1N(CCOC1)C=1N=C2N(C(C1)=O)CC[C@H](N2CC2=NOC(=N2)C)C(F)(F)F (S)-2-((R)-3-Methyl-morpholin-4-yl)-9-(5-methyl-[1,2,4]oxadiazol-3-yl-methyl)-8-trifluoromethyl-6,7,8,9-tetrahydro-pyrimido[1,2-a]-pyrimidin-4-one